(3R,4R,5R)-3,4-bis(benzyloxy)-5-((benzyloxy)methyl)-2-(2-chloro-4-(cyclopentylamino)pyrrolo[2,1-f][1,2,4]triazin-7-yl)tetrahydrofuran-2-carbonitrile C(C1=CC=CC=C1)O[C@H]1C(O[C@@H]([C@H]1OCC1=CC=CC=C1)COCC1=CC=CC=C1)(C#N)C1=CC=C2C(=NC(=NN21)Cl)NC2CCCC2